2-(bromomethyl)-5-ethyl-6-(ethyl-(tetrahydro-2H-pyran-4-yl)amino)benzofuran-4-carboxylic acid methyl ester COC(=O)C=1C(=C(C=C2C1C=C(O2)CBr)N(C2CCOCC2)CC)CC